C[C@H](C1=CC=CC2=CC=CC=C21)NCCCC3=CC(=CC=C3)C(F)(F)F.Cl The molecule is a hydrochloride derived from equimolar amounts of cinacalcet and hydrogen chloride. It has a role as a calcimimetic and a P450 inhibitor. It derives from a cinacalcet.